ClC=1C=2C(N=C3N(C2C=CC1)C1=CC(=CC=C1C3(C)C)C3CCN(CC3)CC3CC(C3)C=O)=O (1r,3r)-3-((4-(4-chloro-7,7-dimethyl-5-oxo-5,7-dihydroindolo[1,2-a]quinazolin-10-yl)piperidin-1-yl)methyl)cyclobutane-1-carbaldehyde